tert-Butyl N-[2-[2-(3-methyl-2-oxo-1,3-benzoxazol-6-yl)-2-oxo-ethoxy]ethyl]carbamate CN1C(OC2=C1C=CC(=C2)C(COCCNC(OC(C)(C)C)=O)=O)=O